NC=1C=C(SC1NC1=C(C=CC(=C1)F)Cl)C(=O)OC methyl 4-amino-5-[(2-chloro-5-fluorophenyl)amino]thiophene-2-carboxylate